[Fe](Cl)Cl.FC1=C(C=CC(=C1)F)C1=C2NC(=C1)C=C1C=CC(=N1)C=C1C=CC(N1)=CC=1C=CC(N1)=C2 (2,4-difluorophenyl)porphyrin iron chloride